C12(C(CCC(C1(C)C)C2)C)OC(C#C)=O pinylpropyneate